(R)-1-(2-ethynylthiazol-4-yl)-3-(2-hydroxy-1-(4-(2-oxopyridin-1(2H)-yl)phenyl)-ethyl)-urea C(#C)C=1SC=C(N1)NC(=O)N[C@@H](CO)C1=CC=C(C=C1)N1C(C=CC=C1)=O